N-(6-METHOXY-1-METHYLINDAZOL-7-YL)-N-METHYL-6-[3-(TRIFLUOROMETHYL)PYRAZOL-1-YL]PYRIDINE-3-SULFONAMIDE COC1=CC=C2C=NN(C2=C1N(S(=O)(=O)C=1C=NC(=CC1)N1N=C(C=C1)C(F)(F)F)C)C